C(C)(=O)N[C@H]1[C@H](O)O[C@@H]([C@H]([C@@H]1OC(C)=O)OC(C)=O)COC(C)=O 2-acetamido-3,4,6-tri-O-acetyl-2-deoxy-beta-D-glucopyranose